C(C1=CC=CC=C1)N1N=NC(=C1)CO 1-benzyl-1H-1,2,3-triazole-4-methanol